(1R,2S)-1-phenyl-2-(1-pyrrolidinyl)propan-1-ol ((2R,3R)-3-(2,4-dichlorophenyl)-1,4-dioxaspiro[4.5]decan-2-yl)methyl-sulfamate ClC1=C(C=CC(=C1)Cl)[C@@H]1[C@H](OC2(O1)CCCCC2)CNS(=O)(=O)O[C@@H]([C@H](C)N2CCCC2)C2=CC=CC=C2